CN1C2=C(C=3C=CC(=CC13)C=1C=CC(=NC1)N1CCC(CC1)CO)C=NC=C2 [1-(5-[5-methyl-5H-pyrido[4,3-b]indol-7-yl]pyridin-2-yl)piperidin-4-yl]methanol